1-(1,3-oxazol-5-yl)methanamine O1C=NC=C1CN